FC1=CC(=C(C=C1)NC1=C(C(=O)OCC)C=CC(=C1)C(F)(F)F)OCCOC ethyl 2-((4-fluoro-2-(2-methoxyethoxy)-phenyl)amino)-4-(trifluoromethyl)-benzoate